2,5-di-tert.-butylhydroquinone C(C)(C)(C)C1=C(O)C=C(C(=C1)O)C(C)(C)C